N-(4-acetylbenzyl)-4-(2-(p-tolyl)-2H-pyrazolo[3,4-d]pyrimidin-4-yl)piperazine-2-carboxamide C(C)(=O)C1=CC=C(CNC(=O)C2NCCN(C2)C=2C=3C(N=CN2)=NN(C3)C3=CC=C(C=C3)C)C=C1